C(C)C=1C=C(C=CC1)OC meta-ethylanisole